FC=1C=C(CNC=2C(C(C2NC=2N=CN(C2)C)=O)=O)C=CC1C1=NOC(=N1)C(F)(F)F 3-((3-fluoro-4-(5-(trifluoromethyl)-1,2,4-oxadiazol-3-yl)benzyl)amino)-4-((1-methyl-1H-imidazol-4-yl)amino)cyclobut-3-ene-1,2-dione